FC1=CC(=C(OC=2N=NC(=C(C2C(=O)NC2=CC(=CC=C2)S(=O)(=N)C)C)C#CC)C=C1)C 3-(4-fluoro-2-methyl-phenoxy)-5-methyl-N-[3-(methylsulfonimidoyl)phenyl]-6-prop-1-ynyl-pyridazine-4-carboxamide